(S)-(6,6-dimethylmorpholin-2-yl)methanol hydrochloride Cl.CC1(O[C@@H](CNC1)CO)C